OCCS(=O)(=O)NC1=CC(=C(C(=O)NC2=NC(=NC(=C2)C)N2C[C@H](OCC2)C)C=C1)N1CCC2(CC2)CC1 (R)-4-((2-Hydroxyethyl)sulfonamido)-N-(6-methyl-2-(2-methylmorpholino)pyrimidin-4-yl)-2-(6-azaspiro[2.5]octan-6-yl)benzamide